C(CCC)OCCC(=O)N(C)C beta-butoxy-N,N-dimethylpropionamide